3-(((7-formyl-6-(2,2,2-trifluoroethoxy)-2,3-dihydro-1H-inden-4-yl)oxy)methyl)-[1,1'-biphenyl]-2-carbonitrile C(=O)C=1C(=CC(=C2CCCC12)OCC1=C(C(=CC=C1)C1=CC=CC=C1)C#N)OCC(F)(F)F